Dodecyl-acrylamide C(CCCCCCCCCCC)C(C(=O)N)=C